nickel-iron-cerium [Ce].[Fe].[Ni]